4-cyano-4-(ethylsulfanyl-thiocarbonyl)pentanoic acid C(#N)C(CCC(=O)O)(C)C(=S)SCC